O1C(CCCC1)OC12C[C@H]3C([C@H](CC(C1)C3)C2)C#N (1R,2s,3S,5s,7s)-5-((tetrahydro-2H-pyran-2-yl)oxy)adamantane-2-carbonitrile